3-(N-((4'-(Dimethylamino)-[1,1'-biphenyl]-4-yl)methyl)cyclohexanecarboxamido)benzoic Acid CN(C1=CC=C(C=C1)C1=CC=C(C=C1)CN(C(=O)C1CCCCC1)C=1C=C(C(=O)O)C=CC1)C